CN(C(C(C(C(F)(F)F)(F)F)(F)F)=O)[Si](C)(C)C N-Methyl-N-trimethylsilyl-hepta-fluorobutyramide